N=1N=CN2C=NC(=CC21)OC2=C(C=C(C=C2)NC2=NC=NC1=CC=C(C=C21)NC(=O)NC=2OC=C(N2)C)C 1-(4-((4-([1,2,4]triazolo[4,3-c]pyrimidin-7-yloxy)-3-methylphenyl)amino)quinazolin-6-yl)-3-(4-methyloxazol-2-yl)urea